C(#N)[C@@]1(C(N(C[C@H]1C)C=1C=2N(N=CC1)C=C(C2)C=2C=C(C(=NC2)OC)C#N)=O)C2CC2 5-[4-[(3R,4S)-3-cyano-3-cyclopropyl-4-methyl-2-oxopyrrolidin-1-yl]pyrrolo[1,2-b]pyridazin-6-yl]-2-methoxypyridine-3-carbonitrile